CC1=C(C=CC(=C1)C(=O)OCCCC)C(=O)OC(CO)CO 2-(2-methyl-4-butoxycarbonylphenyl)formyloxy-1,3-propanediol